ClC1=CC2=C(N(C(N=C2N2[C@H](CN(CC2)C(C=C)=O)C)=O)C2=C(C=CC=C2CC)CC)N=C1N1C[C@H](CC1)F 6-chloro-1-(2,6-diethylphenyl)-7-((3S)-3-fluoro-1-pyrrolidinyl)-4-((2S)-2-methyl-4-(2-propenoyl)-1-piperazinyl)pyrido[2,3-d]pyrimidin-2(1H)-one